N-((4,6-dimethyl-2-oxo-1,2-dihydropyridin-3-yl)methyl)-6-methyl-5-(ethyl-(tetrahydro-2H-pyran-4-yl)amino)indolizine-7-carboxamide CC1=C(C(NC(=C1)C)=O)CNC(=O)C=1C(=C(N2C=CC=C2C1)N(C1CCOCC1)CC)C